[NH2+]1[NH2+]CCC12CCC1(CCCC1)CC2 Diazoniadispiro[4.2.48.25]tetradecane